3-[3-fluoro-4-(4-piperidinyl)anilino]piperidine-2,6-dione TFA salt OC(=O)C(F)(F)F.FC=1C=C(NC2C(NC(CC2)=O)=O)C=CC1C1CCNCC1